N-[2-(2-aminoethoxy)ethyl]-2-ethyl-4-[[3-[1-(2-morpholin-4-ylethyl)-3-(trifluoromethyl)pyrazol-4-yl]imidazo[1,2-a]pyrazin-8-yl]amino]benzamide NCCOCCNC(C1=C(C=C(C=C1)NC=1C=2N(C=CN1)C(=CN2)C=2C(=NN(C2)CCN2CCOCC2)C(F)(F)F)CC)=O